4-(6-(6-acrylamidopyridin-3-yl)-4-aminopyrazolo[5,1-f][1,2,4]triazin-5-yl)-2-methoxy-N-(2,2,2-trifluoroethyl)benzamide C(C=C)(=O)NC1=CC=C(C=N1)C1=NN2N=CN=C(C2=C1C1=CC(=C(C(=O)NCC(F)(F)F)C=C1)OC)N